1,2-pentylene sebacate C1(CCCCCCCCC(=O)OC(CO1)CCC)=O